ClC=1C=C2C(=CNC2=C(C1)C)C(CC1=C(C=C(C=C1)F)OC)=O 1-(5-chloro-7-methyl-1H-indol-3-yl)-2-(4-fluoro-2-methoxyphenyl)ethanone